6-[4-Fluoro-3-(trifluoromethyl)phenyl]-N4-{[1-(methoxymethyl)cyclopentyl]methyl}-N4-methylpyridin-2,3,4-triamine FC1=C(C=C(C=C1)C1=CC(=C(C(=N1)N)N)N(C)CC1(CCCC1)COC)C(F)(F)F